C(#N)C(COC1=NN=C(S1)NC(C1=CN=C(C=C1C1=C(C=CC=C1OC)F)C)=O)(C)C N-(5-(2-Cyano-2-methylpropoxy)-1,3,4-thiadiazol-2-yl)-4-(2-fluoro-6-methoxyphenyl)-6-methylnicotinamide